CC(C)C1=C(C=C2C(=C1)C(=O)C[C@@H]3[C@@]2(CCCC3(C)C)O)O The molecule is a tricyclic diterpenoid isolated from the stem bark of Fraxinus sieboldiana. It has a role as a plant metabolite. It is a cyclic terpene ketone, a tricyclic diterpenoid and a member of phenols.